5-fluoro-2-methoxy-4-nitrobenzoic acid FC=1C(=CC(=C(C(=O)O)C1)OC)[N+](=O)[O-]